C(CCC)O butaneol